OC1=C(C=CC(=C1)C(F)(F)F)C1=NN=C(C2=CC=CC=C12)NCC(CO)(O)C 3-[[4-[2-hydroxy-4-(trifluoromethyl)phenyl]phthalazin-1-yl]amino]-2-methyl-propane-1,2-diol